C(C)OCC1=C(C=CC=C1)C=1C(=CC=CC1)S(=O)(=O)N 2'-(ethoxymethyl)-(1,1'-biphenyl)-2-sulfonamide